N-[[(1R,3S)-3-[(5-iodo-2-pyridyl)amino]cyclopentyl]methyl]-3-methyl-isoxazole-5-carboxamide IC=1C=CC(=NC1)N[C@@H]1C[C@@H](CC1)CNC(=O)C1=CC(=NO1)C